3-((5-Bromo-2-hydroxyphenyl)sulfonamido)-5-(1-cyanocyclobutyl)-2-hydroxy-N-((tetrahydrofuran-2-yl)methyl)benzamide BrC=1C=CC(=C(C1)S(=O)(=O)NC=1C(=C(C(=O)NCC2OCCC2)C=C(C1)C1(CCC1)C#N)O)O